(S)-2-(((6-(4,5-difluorobenzo[d]thiazol-7-yl)-2-(3,3,3-trifluoro-2,2-dimethylpropanoyl)-2,6-diazaspiro[3.4]octan-8-yl)methoxy)methyl)-6-(4,4-difluoropiperidin-1-yl)benzoic acid FC1=C(C=C(C2=C1N=CS2)N2CC1(CN(C1)C(C(C(F)(F)F)(C)C)=O)[C@@H](C2)COCC2=C(C(=O)O)C(=CC=C2)N2CCC(CC2)(F)F)F